BrC1=CC=CC(=N1)OCC1=C(C=C(C#N)C=C1)\C=C\OCC 4-[(6-Bromo-2-pyridyl)oxymethyl]-3-[(E)-2-ethoxyvinyl]benzonitrile